C(CCCC#C)(=O)N hex-5-yneamide